NC(CC(=O)O)C1=CC(=CC=C1)Br 3-amino-3-(3-bromophenyl)-propionic acid